(3Z)-6-(butoxymethoxy)-3-hexenyliodide C(CCC)OCOCC\C=C/CCI